C1(=CC=CC=C1)[N-]C1CCCCCC1 phenyl-cycloheptylamide